ClC=1N=NC=C(C1C(=O)NCC(F)C1=C(C=C(C=C1)Cl)Cl)OC1=CC(=CC=C1)C1CC1 3-chloro-5-(3-cyclopropylphenoxy)-N-[2-(2,4-dichlorophenyl)-2-fluoro-ethyl]pyridazine-4-carboxamide